CC1=CC=NC2=CC=CC(=C12)C 4,5-dimethylquinoline